C(C)(C)(C)OC(=O)N([C@H](C(=O)O)C(C)(C1=CC=CC=C1)C)C (S)-2-((tert-butoxycarbonyl)(methyl)amino)-3-methyl-3-phenylbutyric acid